8-[(3R)-3-tert-butoxycarbonylamino-1-piperidinyl]-7-(2-butynyl)-3,7-dihydro-3-methyl-1-[(4-methyl-2-quinazolinyl)methyl]-1H-purine-2,6-dione C(C)(C)(C)OC(=O)N[C@H]1CN(CCC1)C1=NC=2N(C(N(C(C2N1CC#CC)=O)CC1=NC2=CC=CC=C2C(=N1)C)=O)C